8-chloro-1-(2-chlorophenyl)-7-(trifluoro-methyl)pyrido[2,3-d]pyrimidine-2,4(1H,3H)-dione ClN1C(C=CC2=C1N(C(NC2=O)=O)C2=C(C=CC=C2)Cl)C(F)(F)F